{5-[(3S)-3-{[(1R)-1-(naphthalen-1-yl)ethyl]amino}tetrahydro-1H-pyrrol-1-yl]-2-methoxyphenyl}acetic acid C1(=CC=CC2=CC=CC=C12)[C@@H](C)N[C@@H]1CN(CC1)C=1C=CC(=C(C1)CC(=O)O)OC